2-chloro-6-(trifluoromethyl)pyridine-3-carboxylic acid ClC1=NC(=CC=C1C(=O)O)C(F)(F)F